N1N=C(N=C1)C=1C=C(C=CC1)NC1=CC2=C(C=N1)C=C(N2C)C=2C=NC=CC2 N-(3-(1H-1,2,4-triazol-3-yl)phenyl)-1-methyl-2-(pyridin-3-yl)-1H-pyrrolo[3,2-c]pyridin-6-amine